BrC1=CN(C2=C(N=CC=C21)OC)C(=O)OC(C)(C)C tert-butyl 3-bromo-7-methoxy-1H-pyrrolo[2,3-c]pyridine-1-carboxylate